C(C)(C)(C)OC(=O)N1CC2(C1)CC(C2)(O)C2=C(C(=CC=C2OC)Cl)Cl 6-(2,3-Dichloro-6-methoxyphenyl)-6-hydroxy-2-azaspiro[3.3]heptane-2-carboxylic acid tert-butyl ester